S1C(=CC2=C1C=CC=C2)C=2N=C1N(C=CC=C1C(=O)N)C2 2-(2-benzothienyl)imidazo[1,2-a]pyridine-8-carboxamide